CCOC(=O)CC[C@@H](C(=O)O)N gamma-ethyl L-glutamate